COC(=C(C)C)O[Si](CC)(CC)CC 1-methoxy-1-(triethylsiloxy)-2-methyl-1-propene